6-chloro-4-fluoro-5-methyl-1H-indazole ClC1=C(C(=C2C=NNC2=C1)F)C